Benzisothiazol-3(2h)-one S1NC(C2=C1C=CC=C2)=O